C(=O)[O-].ClC=1C=C(C=CC1C(=O)N1CCN(CC1)C(=O)[C@H]1[N+](CC=C1)(C)C)NC(=O)C=1N(C(=CN1)C1=C(C(=C(C=C1)OC)F)F)C N-[3-chloro-4-[4-[(2S)-1,1-dimethyl-2,5-dihydropyrrol-1-ium-2-carbonyl]piperazine-1-carbonyl]phenyl]-5-(2,3-difluoro-4-methoxy-phenyl)-1-methyl-imidazole-2-carboxamide formate